(+/-)-2,6-dimethyl-5-heptenal CC(CCC=C(C)C)C=O